2-(3,4-dihydroxyphenyl)-5,7-dihydroxy-4H-1-benzopyran OC=1C=C(C=CC1O)C=1OC2=C(CC1)C(=CC(=C2)O)O